N=1C(=CN2N=CC=CC21)C(=O)N imidazo[1,2-b]pyridazine-2-carboxamid